3-amino-6-(1H-imidazol-1-yl)-N-(pyridin-4-yl)pyridine-2-carboxamide NC=1C(=NC(=CC1)N1C=NC=C1)C(=O)NC1=CC=NC=C1